C(C)OC(C1(CC(CC1)C(=C)C)C)OCC 1-(diethoxymethyl)-3-isopropenyl-1-methyl-cyclopentane